1-(Trifluoromethoxy)-2-(2-(trifluoromethoxy)ethoxy)ethane FC(OCCOCCOC(F)(F)F)(F)F